N-(4-(4-amino-5-(3-methoxy-4-(6-methylpyridin-2-yloxy)phenyl)-7-methyl-7H-pyrrolo[2,3-d]pyrimidin-6-yl)cyclohex-3-enyl)acrylamide NC=1C2=C(N=CN1)N(C(=C2C2=CC(=C(C=C2)OC2=NC(=CC=C2)C)OC)C2=CCC(CC2)NC(C=C)=O)C